2-(4-(6-(4-Chloro-2-fluorobenzyloxy)pyridin-2-yl)benzyl)-1-(pyridin-3-ylmethyl)-1H-benzo[d]imidazol ClC1=CC(=C(COC2=CC=CC(=N2)C2=CC=C(CC3=NC4=C(N3CC=3C=NC=CC3)C=CC=C4)C=C2)C=C1)F